1-(4-Chlorophenyl)-3-[5-(4-methoxyphenyl)thiophen-2-yl]urea ClC1=CC=C(C=C1)NC(=O)NC=1SC(=CC1)C1=CC=C(C=C1)OC